Cl.C1(CC(C(CC1)C(C)C)O)C menthol hydrochloride